3-methoxychroman-4-one COC1COC2=CC=CC=C2C1=O